OCCN1CCCCC1 N-hydroxyethylpiperidine